bis-(1,2,2,6,6-pentamethylpiperidyl) sebacate C(CCCCCCCCC(=O)OC1C(N(C(CC1)(C)C)C)(C)C)(=O)OC1C(N(C(CC1)(C)C)C)(C)C